C(C)(=O)N1C[C@@H](CC1)N1C[C@@H](N(CC1)C=1C(=C(C=C(C1)C#N)NC1=NC=2N(C(=N1)NC1CC1)N=CC2C#N)Cl)C 2-({3-[(2S)-4-[(3R)-1-acetylpyrrolidin-3-yl]-2-methylpiperazin-1-yl]-2-chloro-5-cyanophenyl}amino)-4-(cyclopropylamino)pyrazolo[1,5-a][1,3,5]triazine-8-carbonitrile